FC1=C(C=C2C=CN(C(C2=C1)=O)CCC[C@H](C)NC=1C=NNC(C1C(F)(F)F)=O)C=1N=CC2=C(N1)SC=C2 (S)-7-fluoro-2-(4-((6-oxo-5-(trifluoromethyl)-1,6-dihydropyridazin-4-yl)amino)pentyl)-6-(thieno[2,3-d]pyrimidin-2-yl)isoquinolin-1(2H)-one